C(C)(C)(C)OC(=O)N1C[C@@H](CC1)NC(=O)C=1N(C2=CC(=CC=C2C1)Br)C (R)-3-(6-bromo-1-methyl-1H-indole-2-carboxamido)pyrrolidine-1-carboxylic acid tert-butyl ester